FC(C1=CC=C(C=C1)NC1CCN(CC1)S(=O)(=O)C1=CC=C(C=C1)C=1C=C2CC(NC2=CC1)=O)(F)F 5-(4-((4-((4-(Trifluoromethyl)phenyl)amino)piperidin-1-yl)sulfonyl)phenyl)indolin-2-one